ClC=1C=C(C=C(C1OCCCCl)Cl)N(C(C)=O)C1=CC=C(OCC(CN(C(OC(C)(C)C)=O)S(=O)(=O)C)=O)C=C1 tert-Butyl (3-(4-(N-(3,5-dichloro-4-(3-chloropropoxy)phenyl)acetamido)phenoxy)-2-oxopropyl)(methylsulfonyl)carbamate